FC(N1N=C(C=C1)C1=NC(=NC=C1C(F)(F)F)N[C@@H]1CC[C@H](CC1)N(C(OCC(C)(C)O)=O)C1=NC=C(N=C1)C=1C=NC(=NC1)OC)F 2-hydroxy-2-methylpropyl (trans-4-((4-(1-(difluoromethyl)-1H-pyrazol-3-yl)-5-(trifluoromethyl)pyrimidin-2-yl)amino)cyclohexyl)(5-(2-methoxypyrimidin-5-yl)pyrazin-2-yl)carbamate